OC1=CC(=C(C2=CC=CC=C12)OC)O 1,3-dihydroxy-4-methoxynaphthalene